FC(C=1C=CC(=NC1C=1C(=NN(C1)CC(F)(F)F)C)N1C=NC2=C1C=C(C(=C2)NC=2N=NC(=CC2)C)OC)F 1-[5-(difluoromethyl)-6-[3-methyl-1-(2,2,2-trifluoroethyl)pyrazol-4-yl]-2-pyridyl]-6-methoxy-N-(6-methylpyridazin-3-yl)benzimidazol-5-amine